CC(CC[C@@H](C(=O)O)NCC=1C=CC2=C(OCCN2C)C1)(C)C (S)-5,5-dimethyl-2-(((4-methyl-3,4-dihydro-2H-benzo[b][1,4]oxazin-7-yl)methyl)amino)hexanoic acid